(S)-4-(8-amino-3-(1-but-2-ynoylpyrrolidin-2-yl)imidazo[1,5-a]pyrazin-1-yl)-N-(4-cyanopyridin-2-yl)benzamide NC=1C=2N(C=CN1)C(=NC2C2=CC=C(C(=O)NC1=NC=CC(=C1)C#N)C=C2)[C@H]2N(CCC2)C(C#CC)=O